C(#C)C1=CC2=C(N=C(N=C2)NC2C[C@H]3CC[C@@H](C2)N3S(=O)(=O)C)N(C1=O)[C@H]1[C@](CCC1)(C)O 6-ethynyl-8-((1R,2R)-2-hydroxy-2-methylcyclopentyl)-2-(((1R,5S)-8-(methylsulfonyl)-8-azabicyclo[3.2.1]oct-3-yl)amino)pyrido[2,3-d]pyrimidin-7(8H)-one